C(C)(C)(C)NS(=O)(=O)C=1C=C(C=CC1)NC1=NC(=NC=C1C)NC1=CC=C(C(=O)NC=2C=NC(=CC2)OC2=CC=C(C=C2)Cl)C=C1 4-((4-((3-(N-(tert-butyl)sulfamoyl)phenyl)amino)-5-methylpyrimidin-2-yl)amino)-N-(6-(4-chlorophenoxy)pyridin-3-yl)benzamide